ClC1=CC=C(C(=O)N[C@@H](C(=O)NC2=CC=C(C=C2)C2=NOC(N2C)=O)C)C=C1 (R)-4-chloro-N-(1-((4-(4-methyl-5-oxo-4,5-dihydro-1,2,4-oxadiazol-3-yl)phenyl)amino)-1-oxopropan-2-yl)benzamide